(2R,4R)-N-(4-tert-butylphenyl)-1-cyano-N-[2-(cyclopentylamino)-2-oxo-1-(3-pyridyl)ethyl]-4-hydroxy-pyrrolidine-2-carboxamide C(C)(C)(C)C1=CC=C(C=C1)N(C(=O)[C@@H]1N(C[C@@H](C1)O)C#N)C(C(=O)NC1CCCC1)C=1C=NC=CC1